(S)-6-benzhydryl-1-phenyl-2,6-diazaspiro[3.3]heptane C(C1=CC=CC=C1)(C1=CC=CC=C1)N1CC2(CN[C@H]2C2=CC=CC=C2)C1